(2S)-2-[[(2R,5R)-2,5-dimethylpyrrolidine-1-carbonyl]amino]-4-[2-(1-methylcyclopropoxy)ethyl-[4-(5,6,7,8-tetrahydro-1,8-naphthyridin-2-yl)butyl]amino]butanoic acid C[C@H]1N([C@@H](CC1)C)C(=O)N[C@H](C(=O)O)CCN(CCCCC1=NC=2NCCCC2C=C1)CCOC1(CC1)C